O=C(C(=O)N)N1[C@H](CC[C@@H](C1)C)C=1C=NC(=C(C1)C)C |r| 2-oxo-2-[rac-(2R,5S)-2-(5,6-dimethyl-3-pyridyl)-5-methyl-1-piperidyl]acetamide